ClC=1C=CC=2N(C1)C=C(N2)C(=O)N([C@@H]2COCC=1NC(C=3C=C(C=CC3C12)F)=O)CC (S)-6-chloro-N-ethyl-N-(8-fluoro-6-oxo-1,4,5,6-tetrahydro-2H-pyrano[3,4-c]isoquinolin-1-yl)imidazo[1,2-a]pyridine-2-carboxamide